COC=1C(=NC(=CC1)OC)N 3,6-dimethoxypyridin-2-amine